FC1=C(OC2CCN(CC2)C2=C(C(N(C3=CC=CC=C23)C)=O)C#N)C=CC=C1 4-[4-(2-fluorophenoxy)piperidin-1-yl]-1-methyl-2-oxo-1,2-dihydroquinoline-3-carbonitrile